OB(CCC[C@@H]1[C@@](C2=CC(=C(C=C2C1)F)[C@@H]1NCCC1)(C(=O)O)NC)O (1R,2S)-2-[3-(dihydroxyboranyl)propyl]-5-fluoro-1-(methylamino)-6-[(2R)-pyrrolidin-2-yl]-2,3-dihydro-1H-indene-1-carboxylic acid